C1(CC1)C=1C=CNN1 5-cyclopropyl-2H-pyrazol